FC1=C(C=C(C=C1)C1=C(N=C(C2=CC(=CC=C12)O)OC1=CC=C(C(=O)O)C=C1)C1CCOCC1)C 4-((4-(4-fluoro-3-methylphenyl)-7-hydroxy-3-(tetrahydro-2H-pyran-4-yl)isoquinolin-1-yl)oxy)benzoic acid